5-(quinolin-6-yl)cyclopentane-1,2-diol N1=CC=CC2=CC(=CC=C12)C1CCC(C1O)O